CC(CCCCCCN1[C@@H](C[C@@H](C1)OC(CCN(C)CCO)=O)C(=O)OCCCCCCCC(=O)OC(CCCCCCCC)CCCCCCCC)(C(OCCCC(CCCCC)CCCCC)=O)C [8-(1-octylnonoxy)-8-oxo-octyl] (2S,4S)-1-[7,7-dimethyl-8-oxo-8-(4-pentylnonoxy) octyl]-4-[3-[2-hydroxyethyl(methyl)amino]propanoyloxy]pyrrolidine-2-carboxylate